OCCS(=O)(=O)CC(CCC[C@](C(=O)O)(C)C1=CC(=CC=C1)I)(C)C (R)-7-((2-Hydroxyethyl)sulfonyl)-2-(3-iodophenyl)-2,6,6-trimethylheptanoic acid